NC1=CC=C(C=C1)NC1=NC(=NC(=N1)NC1=CC=C(C=C1)N)N 2,4-bis(4-aminophenylamino)-6-amino-1,3,5-triazine